tert-Butyl 3,6,9,12-tetraoxapentadec-14-yn-1-ylcarbamate C(COCCOCCOCCOCC#C)NC(OC(C)(C)C)=O